(2,2,2-trifluoroethyl) (3,3,3-trifluoro-n-propyl) ether FC(CCOCC(F)(F)F)(F)F